N-(2-(4-((1R,4R)-2-oxa-5-azabicyclo[2.2.1]heptane-5-yl)piperidine-1-yl)-5-((6-((R)-3-(3-ethynylphenyl)isoxazolidine-2-yl)pyrimidine-4-yl)amino)-4-methoxyphenyl)acrylamide [C@H]12OC[C@H](N(C1)C1CCN(CC1)C1=C(C=C(C(=C1)OC)NC1=NC=NC(=C1)N1OCC[C@@H]1C1=CC(=CC=C1)C#C)NC(C=C)=O)C2